3-((2S)-3-(8-(4-acetylphenylsulfonyl)-1-oxa-8-azaspiro[4.5]dec-3-ylamino)-2-hydroxypropoxy)-N-methylbenzenesulfonamide C(C)(=O)C1=CC=C(C=C1)S(=O)(=O)N1CCC2(CC(CO2)NC[C@@H](COC=2C=C(C=CC2)S(=O)(=O)NC)O)CC1